Methyl-Amin CN